tert-butyl 3-[3-(methylamino)-4-nitro-phenyl]azetidine-1-carboxylate CNC=1C=C(C=CC1[N+](=O)[O-])C1CN(C1)C(=O)OC(C)(C)C